BrC1=CC=C2C(=N1)C=C(N2)C(=O)N(C)C2COCC=1NC(C=3C=C(C(=CC3C12)F)F)=O 5-bromo-N-(8,9-difluoro-6-oxo-1,4,5,6-tetrahydro-2H-pyrano[3,4-c]isoquinolin-1-yl)-N-methyl-1H-pyrrolo[3,2-b]pyridine-2-carboxamide